5-(9-chloro-2-oxo-2,3,4,5-tetrahydro-1H-benzo[b]azepin-7-yl)-6-methyl-3,6-dihydro-2H-1,3,4-thiadiazin-2-one ClC1=CC(=CC2=C1NC(CCC2)=O)C2=NNC(SC2C)=O